[K+].COC(CC(=O)[O-])=O 3-methoxy-3-oxopropanoic acid potassium salt